(4-amino-7-(1-(tetrahydro-2H-pyran-2-yl)-1H-pyrazol-5-yl)-2H-pyrazolo[4,3-c]quinolin-2-yl)-3-methylbutanoic acid methyl ester COC(C(C(C)C)N1N=C2C(C(=NC=3C=C(C=CC23)C2=CC=NN2C2OCCCC2)N)=C1)=O